C1=CC=NC=2N1C1=C(C=NC2)C=CC=C1 pyrimido[1,2-a][1,4]benzodiazepine